CC(C[Li])CCCC(CC)C 2,6-dimethyloctyl-lithium